(1,4-phenylenedioxy)dianiline C1(=CC=C(C=C1)ONC1=CC=CC=C1)ONC1=CC=CC=C1